7-(6-((R)-3-(fluoromethyl)piperidine-1-carbonyl)-1,1a,2,7b-tetrahydro-3H-cyclopropa[c][1,8]naphthyridin-3-yl)-2-methyl-[1,2,4]triazolo[4,3-a]pyridin-3(2H)-one FC[C@H]1CN(CCC1)C(=O)C1=CC=2C3C(CN(C2N=C1)C1=CC=2N(C=C1)C(N(N2)C)=O)C3